7-(2-fluoro-6-methoxyphenyl)-9-phenyl-5H-pyrimido[5,4-d][2]benzazepin FC1=C(C(=CC=C1)OC)C1=NCC2=C(C3=C1C=C(C=C3)C3=CC=CC=C3)N=CN=C2